N1C(=NC2=C1C=CC=C2)C2=CC=CC(=N2)C(=O)N2CCC(CC2)NC(OC(C)(C)C)=O Tert-butyl (1-(6-(1H-benzo[d]imidazol-2-yl)picolinoyl)piperidin-4-yl)carbamate